C(C)N(C1=CC=C(C=C1)C=CC=CC=O)CC 5-(4-diethylaminophenyl)penta-2,4-dienal